[5-(1,3-dioxan-2-yl)pentyl]magnesium bromide O1C(OCCC1)CCCCC[Mg]Br